FC=1C(=CC=C2C(=NC(=NC12)OCC12CCCN2CCC1)N1C[C@H]2CC[C@@H](C1)N2C(CS(=O)(=O)C)=O)C2=CC(=CC1=CC=CC=C21)O 1-((1R,5S)-3-(8-fluoro-7-(3-hydroxynaphthalen-1-yl)-2-((tetrahydro-1H-pyrrolizin-7a(5H)-yl)methoxy)quinazolin-4-yl)-3,8-diazabicyclo[3.2.1]octan-8-yl)-2-(methylsulfonyl)ethan-1-one